O[C@H]1CN(CC1)S(=O)(=O)C=1C=CC(=C(C1)C=1C2=C(C(N(C1)C([2H])([2H])[2H])=O)NC=C2)N2CCC1(CC1)CC2 (R)-4-(5-((3-hydroxylpyrrolidin-1-yl)sulfonyl)-2-(6-aza-spiro[2.5]octan-6-yl)phenyl)-6-trideuteromethyl-1H-pyrrolo[2,3-c]pyridin-7(6H)-one